5-(2-methyl-2-butenyl)-2-Norbornene CC(CC1C2C=CC(C1)C2)=CC